2-Hydroxy-4-undecyloxy-5-nitrobenzophenone OC1=C(C(=O)C2=CC=CC=C2)C=C(C(=C1)OCCCCCCCCCCC)[N+](=O)[O-]